1,6-heptadiene-3,5-dione C=CC(CC(C=C)=O)=O